COC(NC1=NC(=CC=C1)C=1NC(NC(N1)=O)=O)=O 6-(4,6-dioxo-1,4,5,6-tetrahydro-1,3,5-triazin-2-yl)pyridin-2-ylcarbamic acid methyl ester